O(P([O-])(=O)OP(=O)([O-])[O-])C\C=C(/C)\CC\C=C(/C)\CCC=C(C)C E,E-farnesyl diphosphate